7'-Chloro-1-(4-chlorophenyl)-2'-(2-hydroxyphenyl)-1',3-dimethyl-3'H-spiro[pyrazole-4,9'-pyrazolo[1,2-a]indazole]-3',5(1H)-dione ClC1=CC=2C3(N4N(C2C=C1)C(C(=C4C)C4=C(C=CC=C4)O)=O)C(=NN(C3=O)C3=CC=C(C=C3)Cl)C